(3R,5S)-5-(3-amino-5-fluoropiperidin-1-yl)-9-(5-(difluoromethyl)-1,3,4-thiadiazol-2-yl)-N-(1-methylcyclopropyl)-9H-benzo[d]imidazo[1,2-a]imidazole-7-sulfonamide N[C@H]1CN(C[C@H](C1)F)C1=CC(=CC=2N(C=3N(C21)C=CN3)C=3SC(=NN3)C(F)F)S(=O)(=O)NC3(CC3)C